4-bromo-2-chloro-3-methylphenol BrC1=C(C(=C(C=C1)O)Cl)C